5-fluoro-2-(3-(1-((1-(2-hydroxyethyl)-2-oxo-2,3-dihydro-1H-benzo[d]imidazol-5-yl)methyl)pyrrolidin-3-yl)-1H-pyrrolo[2,3-c]pyridin-1-yl)-N-isopropyl-N-methylbenzamide FC=1C=CC(=C(C(=O)N(C)C(C)C)C1)N1C=C(C=2C1=CN=CC2)C2CN(CC2)CC2=CC1=C(N(C(N1)=O)CCO)C=C2